NCCCCNCC(=O)O N-Aminobutyl-Glycine